N-acetyl-DL-tryptophan, methylaminoamide CNNC([C@@H](NC(C)=O)CC1=CNC2=CC=CC=C12)=O |r|